C(=O)(O)C(O)C(O)C(=O)O.C(C)N(C(=O)[C@H]1CN([C@@H]2CC=3C4=C(C2=C1)C=CC=C4NC3)CC3=CC(=CC=C3)OC)CC.C(C)N(C(=O)[C@H]3CN([C@@H]4CC=1C2=C(C4=C3)C=CC=C2NC1)CC1=CC(=CC=C1)OC)CC (6aR,9R)-N,N-diethyl-7-(3-methoxybenzyl)-4,6,6a,7,8,9-hexahydroindolo[4,3-fg]quinoline-9-carboxamide hemitartrate